S(=O)(=O)([O-])[O-].[K+].O=C[C@H](O)[C@@H](O)[C@H](O)[C@H](O)CO.[K+] glucose potassium sulfate salt